N-(2-fluoro-5-{[6-(2-fluoro-3-hydroxyphenyl)pyridin-2-yl]oxy}phenyl)acetamide FC1=C(C=C(C=C1)OC1=NC(=CC=C1)C1=C(C(=CC=C1)O)F)NC(C)=O